CC=1N(C(C2=C(N1)C=C(N=C2C21CC(C2)(C1)C(F)(F)F)N1CC(OCC1)C1=CC(=NC=C1)C)=O)C 2,3-dimethyl-7-(2-(2-methylpyridin-4-yl)morpholino)-5-(3-(trifluoromethyl)bicyclo[1.1.1]pentan-1-yl)pyrido[4,3-d]pyrimidin-4(3H)-one